NC=1N=C(SC1C(=O)C1=CC(=CC=C1)OC(F)F)NC1=CC=C(C=C1)F [4-amino-2-(4-fluoroanilino)-1,3-thiazol-5-yl][3-(difluoromethoxy)phenyl]methanone